2-methoxy-3-prop-2-enyl-phenol COC1=C(C=CC=C1CC=C)O